[Cl-].OC(C[N+](CCCC)(CCCC)CCCC)CO 2,3-dihydroxypropyl-tri-n-butyl-ammonium chloride